((6-fluoro-4-(4,4,5,5-tetramethyl-1,3,2-dioxaborolan-2-yl)-5-((triisopropylsilyl)ethynyl)naphthalen-2-yl)oxy)triisopropylsilane FC=1C(=C2C(=CC(=CC2=CC1)O[Si](C(C)C)(C(C)C)C(C)C)B1OC(C(O1)(C)C)(C)C)C#C[Si](C(C)C)(C(C)C)C(C)C